FC(C=1C=C(C=C(C1)C(F)(F)F)C1=NN(C=N1)/C=C(\C=1C=NC=NC1)/C1=NOC(=N1)C)(F)F (E)-3-(2-(3-(3,5-bis(trifluoromethyl)phenyl)-1H-1,2,4-triazol-1-yl)-1-(Pyrimidin-5-yl)vinyl)-5-methyl-1,2,4-oxadiazole